ClC=1C=CC2=C(N=C(S2)C2(CCN(CC2)C)F)C1 5-chloro-2-(4-Fluoro-1-methylpiperidin-4-yl)benzo[d]thiazole